(3-methoxybenzyl)-3-(2-((2-(trimethylsilyl)ethoxy)methyl)-2,4-dihydropyrazolo[4',3':4,5]pyrano[2,3-b]pyridin-7-yl)urea COC=1C=C(CNC(=O)NC2=CC=C3C(=N2)OCC=2C3=CN(N2)COCC[Si](C)(C)C)C=CC1